O1CNCC=CC1 2,3,4,7-tetrahydro-1,3-oxazepin